3-cyanopropyl-(2S,5R,6R)-3,3-dimethyl-7-oxo-6-(2-phenylacetamido)-4-thia-1-azabicyclo[3.2.0]heptane C(#N)CCC[C@@H]1N2C([C@H]([C@H]2SC1(C)C)NC(CC1=CC=CC=C1)=O)=O